tert-butyl (3R*,4R*)-3-hydroxy-4-methoxypyrrolidine-1-carboxylate O[C@@H]1CN(C[C@H]1OC)C(=O)OC(C)(C)C |o1:1,5|